5,5-dimethyl-bipyridine CC1(CC=C(N=C1)C1=NC=CC=C1)C